rel-N-(1-cyanocyclopropyl)-1-(5-(difluoromethyl)-1,3,4-thiadiazol-2-yl)-4-((3S,5S)-3-(hydroxymethyl)-5-methylpiperazin-1-yl)-1H-benzo[d]imidazole-6-sulfonamide C(#N)C1(CC1)NS(=O)(=O)C=1C=C(C2=C(N(C=N2)C=2SC(=NN2)C(F)F)C1)N1C[C@H](N[C@H](C1)C)CO |o1:28,30|